4-[[(1R)-3-oxo-1-(phenylsulfanylmethyl)propyl]amino]-3-(trifluoromethylsulfonyl)benzenesulfonamide O=CC[C@H](CSC1=CC=CC=C1)NC1=C(C=C(C=C1)S(=O)(=O)N)S(=O)(=O)C(F)(F)F